BrC=1C=CC(=NC1OCCN(C)C)NC(=O)C1=CC=C(C=C1)C1=C(C=C(C=C1)C1=NOC(=N1)C)Cl N-(5-Bromo-6-(2-(dimethylamino)ethoxy)pyridin-2-yl)-2'-chloro-4'-(5-methyl-1,2,4-oxadiazol-3-yl)-[1,1'-biphenyl]-4-carboxamid